butyryl-4-hexylphenol C(CCC)(=O)C1=C(C=CC(=C1)CCCCCC)O